C(C)C(C[Sn])CCCC 2-ethylhexyl-tin